N[C@H](CC1C(=C2N(C(=CC=C2S1)Cl)CC=1OC=CC1)Br)C 2-[(2S)-2-aminopropyl]-3-bromo-5-chloro-N-[(furan-2-yl)methyl]thieno[3,2-b]pyridin